ClC1=C(C=CC=C1)C1=NC2=C(CN(CC2)C(=O)OC(C)(C)C)N1 Tert-butyl 2-(2-chlorophenyl)-3,4,6,7-tetrahydroimidazo[4,5-c]pyridine-5-carboxylate